C(C)(C)(C)OC(=O)N1C2CN(CC1CC2)CC2=CC(=C(C=C2)C2=CC=C1C(=CC=NC1=C2)Cl)F.O=C2NC(CCC2N2C(C1=CC=C(C=C1C2)NC(C2=NC=CC=C2)=O)=O)=O N-(2-(2,6-dioxopiperidin-3-yl)-1-oxoisoindolin-5-yl)picolinamide tert-butyl-3-(4-(4-chloroquinolin-7-yl)-3-fluorobenzyl)-3,8-diazabicyclo[3.2.1]octane-8-carboxylate